3-(phenylamino)-1-(4-nitrophenyl)-2-propen-1-one C1(=CC=CC=C1)NC=CC(=O)C1=CC=C(C=C1)[N+](=O)[O-]